4-((methoxymethoxy)carbonyl)-2,3,5,6-tetramethylphenyl 7-hydroxy-5-methyl-2,3-dihydro-1H-indene-4-carboxylate OC1=CC(=C(C=2CCCC12)C(=O)OC1=C(C(=C(C(=C1C)C)C(=O)OCOC)C)C)C